Benzyl (R)-2-(3-((S)-2-acetoxypropyl)phenyl)-7-((2-((tert-butyldimethylsilyl)oxy)ethyl)sulfonyl)-2,6,6-trimethylheptanoate C(C)(=O)O[C@H](CC=1C=C(C=CC1)[C@](C(=O)OCC1=CC=CC=C1)(CCCC(CS(=O)(=O)CCO[Si](C)(C)C(C)(C)C)(C)C)C)C